1,1'-di(t-butyl-peroxy)3,3,5-trimethylcyclohexane C(C)(C)(C)OOC1CC(CC(C1)C)(COOC(C)(C)C)C